COC(=O)[C@@H]1CN(CC[C@H]1N)C(=O)OC(C)(C)C (3R,4R)-4-amino-piperidine-1,3-dicarboxylic acid 1-tert-butyl ester 3-methyl ester